CNCC1=CC=C(CN2C(NC3=C2C=CC=C3)=O)C=C1 1-(4-((methylamino)methyl)benzyl)-1,3-dihydro-2H-benzo[d]imidazol-2-one